3-methyl-N-(2-morpholinoethyl)-4,5-dioxo-4,5-dihydronaphtho[1,2-b]furan-2-carboxamide CC=1C2=C(OC1C(=O)NCCN1CCOCC1)C1=CC=CC=C1C(C2=O)=O